pyrroline-3-methanol N1C=C(CC1)CO